C1(CC1)N1CCC(CC1)N1CCC(CC1)C1=CC2=C(N(C(=N2)C2=CC(=C(C=C2)OC)OC)C(C)C)C=C1 5-(1'-cyclopropyl-[1,4'-bipiperidin]-4-yl)-2-(3,4-dimethoxyphenyl)-1-isopropyl-1H-benzo[d]imidazole